[Al].[N+](=O)([O-])C=1C(=C(C(=C(O)C1)[N+](=O)[O-])O)[N+](=O)[O-] trinitroresorcinol aluminum